ClC=1C=C(C=CC1NCC#C)P(C)(C)=O (3-chloro-4-(prop-2-yn-1-ylamino)phenyl)dimethylphosphine oxide